2-(6-bromo-1-(6-((3-bromopyridin-2-yl)oxy)hexyl)-1H-pyrrolo[2,3-b]Pyridin-2-yl)-7-methoxy-1-methyl-1H-benzo[d]Imidazole-5-carboxylic acid methyl ester COC(=O)C1=CC2=C(N(C(=N2)C2=CC=3C(=NC(=CC3)Br)N2CCCCCCOC2=NC=CC=C2Br)C)C(=C1)OC